BrCCOCCOCCSC1=C2CN(CC2=CC=C1)C1C(NC(CC1)=O)=O 4-(2-(2-(2-bromoethoxy)ethoxy)ethylthio)-2-(2,6-dioxopiperidin-3-yl)isoindoline